FC(C1=CC(=NC=C1)OC1=CC2=C(N=C(S2)N)C=C1)(F)F 6-[[4-(trifluoromethyl)-2-pyridinyl]oxy]-1,3-benzothiazol-2-amine